(1S,2S,5S)-2-chloromethyl-5-(4-fluorobenzyl)-2-methyl-1-(1H-1,2,4-triazol-1-ylmethyl)cyclopentanol ClC[C@@]1([C@]([C@@H](CC1)CC1=CC=C(C=C1)F)(O)CN1N=CN=C1)C